C(CCCCCCC)[C@]1(O)[C@H](O)[C@@H](O)[C@H](O)[C@H](O1)C(=O)O 1-octyl-β-D-glucuronic acid